COC(CCCCCCCN(CC(=O)N1CCN(CC1)C(=O)OC(C)(C)C)CCCCCCCCC)=O tert-Butyl 4-(N-(8-methoxy-8-oxooctyl)-N-nonylglycyl)piperazine-1-carboxylate